5-hydroxymethyl-1,3,4-oxadiazol OCC1=NN=CO1